tetraamyl-ammonium chloride [Cl-].C(CCCC)[N+](CCCCC)(CCCCC)CCCCC